4-(tert-butyl)-N-(2-methyl-3-(4,4,5,5-tetramethyl-1,3,2-dioxaborolan-2-yl)phenyl)benzamide C(C)(C)(C)C1=CC=C(C(=O)NC2=C(C(=CC=C2)B2OC(C(O2)(C)C)(C)C)C)C=C1